3-(3-(quinolin-6-yl)pyridin-4-yl)acrylic acid N1=CC=CC2=CC(=CC=C12)C=1C=NC=CC1C=CC(=O)O